tert-butyl 4-((4-(4-((2,6-dioxopiperidin-3-yl)amino)-2-fluorophenyl)piperidin-1-yl)methyl)-4-fluoropiperidine-1-carboxylate O=C1NC(CCC1NC1=CC(=C(C=C1)C1CCN(CC1)CC1(CCN(CC1)C(=O)OC(C)(C)C)F)F)=O